C1(=CC=CC=C1)C(C(=O)C1C(C2=CC=CC=C2C1=O)=O)C1=CC=CC=C1 2-(Diphenylacetyl)-1H-indene-1,3(2H)-dion